6-fluoro-N-(6-methoxy-2-methyl-1,2,3,4-tetrahydroisoquinolin-7-yl)-7-(8-methyl-2,3-dihydro-1H-pyrido[2,3-b][1,4]oxazin-7-yl)quinazolin-2-amine FC=1C=C2C=NC(=NC2=CC1C1=C(C2=C(OCCN2)N=C1)C)NC1=C(C=C2CCN(CC2=C1)C)OC